N-[3-(2-oxo-6-{4-[4-(propan-2-yl)piperazin-1-yl]phenyl}-1,2-dihydroquinolin-3-yl)phenyl]methanesulfonamide O=C1NC2=CC=C(C=C2C=C1C=1C=C(C=CC1)NS(=O)(=O)C)C1=CC=C(C=C1)N1CCN(CC1)C(C)C